2-ethyl-cyclobutene C(C)C1=CCC1